FC1=CC=CC(=C(C1=O)O)C=1N=CSC1 7-fluoro-2-hydroxy-3-(thiazol-4-yl)cyclohepta-2,4,6-trien-1-one